3-acetamido-5-(alpha-aminoethyl)-furan C(C)(=O)NC1=COC(=C1)C(C)N